BrC1=CC=CC2=C1OC(CN2C(=O)NC=2C=NC(=C(C2)Cl)N2N=CC=N2)(C)C#N 8-bromo-N-(5-chloro-6-(2H-1,2,3-triazol-2-yl)pyridin-3-yl)-2-cyano-2-methyl-2,3-dihydro-4H-benzo[b][1,4]oxazine-4-carboxamide